[4-(5-methyloxazolo[4,5-b]pyridin-2-yl)piperazin-1-yl]-[6-[3-(2,2,2-trifluoro-1-methyl-ethoxy)azetidin-1-yl]-3-pyridyl]methanone CC1=CC=C2C(=N1)N=C(O2)N2CCN(CC2)C(=O)C=2C=NC(=CC2)N2CC(C2)OC(C(F)(F)F)C